CC(C)(OC(NC(COCCC(=O)O)C)=O)C 3-[(2,2,6-trimethyl-4-oxo-5-aza-3-oxahept-7-yl)oxy]propanoic acid